N1C=CC2=CC(=CC=C12)OC=1C=C(C=CC1)C=1NC(=NN1)CC1=CC=C(C=C1)C(C(=O)O)CCCC#C (4-((5-(3-((1H-Indol-5-yl)oxy)phenyl)-4H-1,2,4-triazol-3-yl)methyl)phenyl)hept-6-ynoic acid